2-(2-(Methyl(4-methyl-4'-((4-methylpiperazin-1-yl)sulfonyl)-[1,1'-biphenyl]-3-yl)amino)thiazol-4-yl)pyrimidine-4,6-diamine CN(C=1SC=C(N1)C1=NC(=CC(=N1)N)N)C=1C=C(C=CC1C)C1=CC=C(C=C1)S(=O)(=O)N1CCN(CC1)C